ClC1=NC(=CC(=C1)C(=O)N1CCOCC1)Cl (2,6-dichloropyridin-4-yl)(morpholinyl)methanone